BrC1=NN2C(OC[C@@H](C2)C)=C1C(=O)OCC Ethyl (6R)-2-bromo-6-methyl-6,7-dihydro-5H-pyrazolo[5,1-b][1,3]oxazine-3-carboxylate